[C-]1(C=CC=C1)[GeH](C)C.[CH-]1C=CC=C1.[Fe+2] ferrocenyl-dimethyl-germane